(rac)-(cis)-Ethyl 4-((3-(2-cyanoethyl)cyclohexyl)amino)-1H-pyrrolo[2,3-b]pyridine-5-carboxylate C(#N)CC[C@H]1C[C@H](CCC1)NC1=C2C(=NC=C1C(=O)OCC)NC=C2 |r|